CN(C1CCN(CC1)C(=O)N1CCC(CC1)NCC=1C=C2C=C(N(C2=CC1)CC(F)(F)F)C#CCNC=1C=CC(=NC1)C(C#N)(C)C)C 2-{5-[(3-{5-[({1-[4-(dimethylamino)piperidine-1-carbonyl]piperidin-4-yl}amino)-methyl]-1-(2,2,2-trifluoroethyl)-1H-indol-2-yl}prop-2-yn-1-yl)amino]pyridin-2-yl}-2-methylpropanenitrile